6-(6-((4-(4-acetylpiperazin-1-yl)phenyl)amino)-2-allyl-3-oxo-2,3-dihydro-1H-pyrazolo[3,4-d]pyrimidin-1-yl)pyridine-2-sulfonamide C(C)(=O)N1CCN(CC1)C1=CC=C(C=C1)NC1=NC=C2C(=N1)N(N(C2=O)CC=C)C2=CC=CC(=N2)S(=O)(=O)N